CC1=CC=CC(=N1)C1=C(N=CN1)C=1C=C2C=C(C=NC2=CC1)C(=O)OCCN1CCCCC1 2-(piperidin-1-yl)ethyl 6-(5-(6-methylpyridin-2-yl)-1H-imidazol-4-yl)quinoline-3-carboxylate